C(C)(C)(C)OC(=O)O[C@H](C(=O)OCCl)C (S)-chloromethyl 2-((tert-butoxycarbonyl)oxy)propanoate